FC(C=1N=C(NC1)C1=C(C#N)C=CC=C1)(F)F [4-(trifluoromethyl)-1H-imidazol-2-yl]benzonitrile